FC(C(=O)O)(F)F.CN(C)C[C@H]1C[C@H](CC1)N cis-3-[(dimethylamino)methyl]cyclopentanamine trifluoroacetic acid salt